N-butyl hydroperoxide CCCCOO